1-Isopropyl-3,5-bis(4-(trifluoromethyl)benzylidene)piperidin-4-one C(C)(C)N1CC(C(C(C1)=CC1=CC=C(C=C1)C(F)(F)F)=O)=CC1=CC=C(C=C1)C(F)(F)F